lithium t-amyloxide C(C)(C)(CC)OC(C)(C)CC.[Li]